(3R,4R)-4-fluoro-1-[6-[[1-[2-[2-(2-hydroxyethoxy)ethoxy]ethyl]-3-methoxy-pyrazol-4-yl]amino]-9-methyl-purin-2-yl]pyrrolidin F[C@@H]1CCN(C1)C1=NC(=C2N=CN(C2=N1)C)NC=1C(=NN(C1)CCOCCOCCO)OC